ethyl 1-(2-(4-methoxybenzyl)-1-carbonyl-2,3-dihydro-1H-benzo[de]isoquinolin-6-yl)-2-trifluoromethyl-1H-pyrrole-3-carboxylate COC1=CC=C(CN2C(C3=CC=CC=4C3=C(C2)C=CC4N4C(=C(C=C4)C(=O)OCC)C(F)(F)F)=C=O)C=C1